2-[3-(4-Chloro-3-fluorophenyl)-1-ethyl-1H-1,2,4-triazol-5-yl]-N-(5-methyl-1,2-oxazol-3-yl)acetamid ClC1=C(C=C(C=C1)C1=NN(C(=N1)CC(=O)NC1=NOC(=C1)C)CC)F